CN(C1CN(CC1)C1=CC=CC(=N1)OC(C#CC1=C(C=CC=C1)C)=O)C [6-[3-(dimethylamino)pyrrolidin-1-yl]-2-pyridyl]3-(o-tolyl)prop-2-ynoate